C1(CCC1)[C@H](C)N(C(=O)OCC1=C(C=NN1C)C1=CC=C(OC2CCCCC2)C=C1)C (1S,3S)-3-(4-(5-((((1-Cyclobutylethyl)(methyl)carbamoyl)oxy)methyl)-1-methyl-1H-pyrazol-4-yl)phenoxy)cyclohexan